N-(3-chloro-1H-indol-7-yl)-1-(2-fluoroethyl)pyrazole-4-sulfonamide ClC1=CNC2=C(C=CC=C12)NS(=O)(=O)C=1C=NN(C1)CCF